1-[6-[[6-[(1R)-1-hydroxyethyl]-8-pyrrolidin-1-ylpyrido[3,4-d]pyrimidin-2-yl]amino]pyridin-3-yl]-4-methylpiperazin-2-one O[C@H](C)C1=CC2=C(N=C(N=C2)NC2=CC=C(C=N2)N2C(CN(CC2)C)=O)C(=N1)N1CCCC1